([5-[1-(4-ethylphenyl)pyrazol-4-yl]-1H-indol-3-yl]carbamoyl)carboxylic acid methyl ester COC(=O)C(NC1=CNC2=CC=C(C=C12)C=1C=NN(C1)C1=CC=C(C=C1)CC)=O